3-bromo-1-(tetrahydropyran-2-yl)pyrazole BrC1=NN(C=C1)C1OCCCC1